2-{5-Chloro-2-oxo-1H,4H-pyrido[4,3-d]pyrimidin-3-yl}-N-[(1S)-1-(2,4-difluorophenyl)ethyl]acetamide ClC1=NC=CC=2NC(N(CC21)CC(=O)N[C@@H](C)C2=C(C=C(C=C2)F)F)=O